FC1=C(C=CC(=C1)CN1CCN(CC1)C(C1=C(C=CC(=C1)CC1=NNC(C2=CC=CC=C12)=O)F)=O)C1C(NC(CC1)=O)=O 3-(2-fluoro-4-((4-(2-fluoro-5-((4-oxo-3,4-dihydrophthalazin-1-yl)methyl)benzoyl)piperazin-1-yl)methyl)phenyl)piperidine-2,6-dione